16-hydroxyeicosa-5,8,11,14-tetraenoic acid OC(C=CCC=CCC=CCC=CCCCC(=O)O)CCCC